FC1=C(C=C(C=C1)NC(=O)[C@@H]1[C@@H](C\2CCC1/C2=C/C(F)(F)F)NC(=O)C=2C(=NN(C2)C=2C=C(C(=O)O)C=CC2)OC)C(F)(F)F 3-(4-{[(2R,3S,7Z)-3-{[4-fluoro-3-(trifluoromethyl)phenyl]carbamoyl}-7-(2,2,2-trifluoroethylidene)bicyclo[2.2.1]heptan-2-yl]carbamoyl}-3-methoxy-1H-pyrazol-1-yl)benzoic acid